bis((4R,4aS,7aR,12bS)-3-(cyclopropylmethyl)-4a-hydroxy-7-oxo-2,3,4,4a,5,6,7,7a-octahydro-1H-4,12-methanobenzofuro[3,2-e]isoquinolin-9-yl) 2,2,3,3,4,4,5,5-octafluorohexanedioate FC(C(=O)OC1=CC=C2C3=C1O[C@@H]1[C@]34CCN([C@@H]([C@@]4(CCC1=O)O)C2)CC2CC2)(C(C(C(C(=O)OC2=CC=C1C4=C2O[C@@H]2[C@]43CCN([C@@H]([C@@]3(CCC2=O)O)C1)CC1CC1)(F)F)(F)F)(F)F)F